(R)-N-(5-(5-ethyl-1,2,4-oxadiazol-3-yl)-2,3-dihydro-1H-inden-1-yl)-3-methyl-1H-pyrazole-4-carboxamide C(C)C1=NC(=NO1)C=1C=C2CC[C@H](C2=CC1)NC(=O)C=1C(=NNC1)C